Cl.NC=1C=C(N(C1)C)C(=O)NC1=CC=C(C=C1)C=1C=C(N(C1)C)C(=O)OC Methyl 4-(4-(4-amino-1-methyl-1H-pyrrole-2-carboxamido)phenyl)-1-methyl-1H-pyrrole-2-carboxylate hydrochloride